ClC=1C=C(C=CC1C)C(N1C[C@@H](N(C[C@@H]1C)C1=CC(N(C=2C=CC(=NC12)C#N)C)=O)C)C1=NC=C(C=C1)C |&1:14| 8-((2S,SR)-4-((3-chloro-4-methylphenyl)(5-methylpyridin-2-yl)methyl)-2,5-dimethylpiperazin-1-yl)-5-methyl-6-oxo-5,6-dihydro-1,5-naphthyridine-2-carbonitrile